1-((2R,3R,4R,5R)-5-(chloromethyl)-3-fluoro-4-hydroxy-5-(hydroxymethyl)tetrahydrofuran-2-yl)-5-methylpyrimidine-2,4(1H,3H)-dione ClC[C@]1([C@H]([C@H]([C@@H](O1)N1C(NC(C(=C1)C)=O)=O)F)O)CO